2-(4-(3-isopropyl-2-(8-methyltetrazolo[1,5-a]pyridin-6-yl)-1H-indol-5-yl)piperidin-1-yl)-N-methylacetamide C(C)(C)C1=C(NC2=CC=C(C=C12)C1CCN(CC1)CC(=O)NC)C=1C=C(C=2N(C1)N=NN2)C